cetyltrimethylallyl-ammonium chloride [Cl-].C(CCCCCCCCCCCCCCC)[NH2+]C(C=C(C)C)C